C(CC1=CC=CC=C1)N1CCC(CC1)NC1=CC=C(C=C1)NC(OC(C)(C)C)=O tert-Butyl (4-((1-phenethylpiperidin-4-yl)amino)phenyl)carbamate